O[C@H]1[C@H](CCCC1)NC(CC(CCCCCCCCC)=O)=O N-[(1S,2R)-2-hydroxycyclohexyl]-3-oxo-dodecanamide